bis{9-[2-(2-hydroxyethoxy)carbonylethyl]fluoren-9-yl}methane tert-Butyl-(1S,2S,5R)-2-(hydroxymethyl)-3,8-diazabicyclo[3.2.1]octane-8-carboxylate C(C)(C)(C)OC(=O)N1[C@@H]2[C@H](NC[C@H]1CC2)CO.OCCOC(=O)CCC2(C1=CC=CC=C1C=1C=CC=CC21)CC2(C1=CC=CC=C1C=1C=CC=CC21)CCC(=O)OCCO